3-[2-(6-Chloro-7-fluoro-1-methyl-1,3-benzodiazol-5-yl)ethynyl]-1-[(3S,5S)-5-(methoxymethyl)-1-(prop-2-enoyl)pyrrolidin-3-yl]-5-(methylamino)pyrazole-4-carboxamide ClC=1C(=CC2=C(N(C=N2)C)C1F)C#CC1=NN(C(=C1C(=O)N)NC)[C@@H]1CN([C@@H](C1)COC)C(C=C)=O